2-[3-[2-amino-6-[1-(oxetan-3-yl)-3,6-dihydro-2H-pyridin-4-yl]-7H-pyrrolo[2,3-d]pyrimidin-4-yl]-2-(hydroxymethyl)phenyl]-6-cyclopropyl-8-fluoroisoquinolin-1-one NC=1N=C(C2=C(N1)NC(=C2)C=2CCN(CC2)C2COC2)C=2C(=C(C=CC2)N2C(C1=C(C=C(C=C1C=C2)C2CC2)F)=O)CO